C(C1=CC=CC=C1)NC(=O)C1=NC(=CN=C1)N1C=NC=C1 N-benzyl-6-(1H-imidazol-1-yl)pyrazine-2-carboxamide